C(C)(C)(CC(C)(C)C)C=1C=C(C(C(=O)O)=CC1)O p-tert-octylsalicylic acid